C(C)NCC.C(C)NCC.C(C)NCC.C(C)NCC.[Ti] titanium tetrakis(diethylamine)